S(=O)(=O)(O)C1=C(C=C(C=C1)S(=O)(=O)O)NC1=CCC=C2SC3=CC=CC=C3N=C12 (2',5'-disulfophenylamino)-3H-phenothiazine